CC1(CC(=CC=2[O+]=C3C=C(C=CC3=CC12)N(CCCCCC(=O)O)CC)/C=C\1/NC=CC=C1)C 6-[[8,8-Dimethyl-6-[(E)-1H-pyridin-2-ylidenemethyl]-7H-xanthen-10-ium-3-yl]-ethyl-amino]hexanoic acid